(12R)-7-chloro-12-hydroxy-20-methoxy-N-methyl-11-oxo-3,13-diazapentacyclo[11.7.0.02,10.04,9.014,19]icosa-1(20),2(10),4(9),5,7,14,16,18-octaene-12-carboxamide ClC=1C=CC=2NC=3C4=C(C5=CC=CC=C5N4[C@@](C(C3C2C1)=O)(C(=O)NC)O)OC